FC1(OC2=C(O1)C=CC(=C2)N(C(=O)C=2C=C(C=CC2)N2N=C(C1=C2[C@H](COC1)OC1=CC=C(C(=O)OC(C)(C)C)C=C1)C(F)(F)F)C)F |o1:24| (R)- or (S)-tert-butyl 4-[[1-[3-[(2,2-difluoro-1,3-benzodioxol-5-yl)-methyl-carbamoyl]phenyl]-3-(trifluoromethyl)-6,7-dihydro-4H-pyrano[4,3-c]pyrazol-7-yl]oxy]benzoate